CC1(COC2(N1)C(CCC2)CCCCC)CO (3-methyl-6-pentyl-1-oxa-4-azaspiro[4.4]nonan-3-yl)methanol